C(C1=CC=CC=C1)OC(=O)N[C@H](C(=O)N1[C@H]2[C@@H](CC1C(=O)O)OCC2)C(C)(C)C (3aR,6aR)-4-((S)-2-(((Benzyloxy)carbonyl)amino)-3,3-dimethylbutanoyl)hexahydro-2H-furo[3,2-b]pyrrole-5-carboxylic acid